6-(2,7-dimethyl-2H-indazol-5-yl)-2-(1-(2-hydroxyethyl)piperidin-4-yl)-2,7-naphthyridin-1(2H)-one CN1N=C2C(=CC(=CC2=C1)C=1C=C2C=CN(C(C2=CN1)=O)C1CCN(CC1)CCO)C